O[C@@H]1C[C@H](N(C1)C([C@H](C(C)C)C1=CC(=NO1)OC1CC(C1)CO)=O)C(=O)N[C@@H](C)C1=CC=C(C=C1)C1=C(N=CS1)C (2S,4R)-4-hydroxy-1-((R)-2-(3-((1r,3R)-3-(hydroxymethyl)cyclobutoxy)isoxazol-5-yl)-3-methylbutanoyl)-N-((S)-1-(4-(4-methylthiazol-5-yl)phenyl)ethyl)pyrrolidine-2-carboxamide